C1C2C[C@@H]3C[C@@H](CC[C@]13C1=CC=C3N=C4C(C5=C(C(C4=NC3=C1)=O)N=CC=C5)=O)C2 9-((3aS,5S,7aS)-octahydro-7aH-2,5-methanoinden-7a-yl)pyrido[2,3-b]phenazine-5,12-dione